C1(CCC1)CS(=O)(=O)N1CCC(CC1)COC=1C(C=C(OC1)CN1C=C2C=CC=CC2=C1)=O 5-(1-((cyclobutylmethylsulfonyl)piperidin-4-yl)methoxy)-2-(isoindol-2-ylmethyl)-4H-pyran-4-one